FC(CC1=C(C=CC=C1)NC1=C(C(=O)OC)C=C(C=C1)C(F)(F)F)(F)F methyl 2-((2-(2,2,2-trifluoro-ethyl)phenyl)-amino)-5-(tri-fluorometh-yl)benzoate